1-Cyclopentyl-3-methyl-6-((4-(methylsulfonyl)phenyl)amino)-1,3-dihydro-2H-imidazo[4,5-c]pyridin-2-one C1(CCCC1)N1C(N(C=2C=NC(=CC21)NC2=CC=C(C=C2)S(=O)(=O)C)C)=O